trimethylethan-1-aminium chloride [Cl-].CC(C[NH3+])(C)C